1-(3-chlorophenyl)-2-((2,3-difluoro-4-(4,4,5,5-tetramethyl-1,3,2-dioxaborolan-2-yl)phenyl)amino)-2-oxoethyl acetate C(C)(=O)OC(C(=O)NC1=C(C(=C(C=C1)B1OC(C(O1)(C)C)(C)C)F)F)C1=CC(=CC=C1)Cl